C(C)C1=C(C=C(C=C1F)C(C)C)[C@H](C(=O)O)N1C[C@@H](CC1)N(CCCCCC1=NC=2NCCCC2C=C1)C (R)-2-(2-ethyl-3-fluoro-5-isopropylphenyl)-2-((R)-3-(methyl-(5-(5,6,7,8-tetrahydro-1,8-naphthyridin-2-yl)pentyl)amino)pyrrolidin-1-yl)acetic acid